menthanecarboxylic acid-N-(4-cyanomethylphenyl) amide C(#N)CC1=CC=C(C=C1)NC(=O)C1CC(CCC1C(C)C)C